NC1=NC2=C(C=3N1N=C(N3)C=3OC=CC3)SC(N2CCN2CCN(CC2)C2=C(C=C(C=C2)OCC[S@@](=O)C)F)=O (S)-5-amino-3-(2-(4-(2-fluoro-4-(2-(methylsulfinyl)ethoxy)phenyl)piperazin-1-yl)ethyl)-8-(furan-2-yl)thiazolo[5,4-e][1,2,4]triazolo[1,5-c]pyrimidin-2(3H)-one